FC=1C=C(C=CC1)C1=CC(=CC=C1)C[C@@H]1N(CC[C@@H]1NS(=O)(=O)COC)C(=O)OC(C)(C)C Tert-Butyl (2S,3S)-2-((3'-fluorobiphenyl-3-yl)methyl)-3-(((methoxymethyl)sulfonyl)amino)pyrrolidine-1-carboxylate